C(CCCCCCCCC\C=C\C)=O (E)-11-tridecenal